titanium [(1S,4R)-7,7-dimethyl-2-oxobicyclo[2.2.1]hept-1-yl]methanesulfonate CC1([C@@]2(C(C[C@H]1CC2)=O)CS(=O)(=O)[O-])C.[Ti+4].CC2([C@@]1(C(C[C@H]2CC1)=O)CS(=O)(=O)[O-])C.CC1([C@@]2(C(C[C@H]1CC2)=O)CS(=O)(=O)[O-])C.CC2([C@@]1(C(C[C@H]2CC1)=O)CS(=O)(=O)[O-])C